tert-butyl ((S)-4-(((R)-tert-butylsulfinyl)amino)-4-(6-(4-fluoro-1H-pyrazol-1-yl)pyridin-3-yl)butyl)carbamate C(C)(C)(C)[S@@](=O)N[C@@H](CCCNC(OC(C)(C)C)=O)C=1C=NC(=CC1)N1N=CC(=C1)F